C1(CC1)C(=O)NCC1CCN(CC1)CC1=CC(=NC(=C1)C1=CC(=CC(=C1)Cl)Cl)OC=1C=NC(=NC1)N1CCN(CC1)CCC(=O)O 3-(4-(5-((4-((4-(cyclopropanecarboxamidomethyl)piperidin-1-yl)methyl)-6-(3,5-dichlorophenyl)pyridin-2-yl)oxy)pyrimidin-2-yl)piperazin-1-yl)propanoic acid